C[SiH](C=C)C dimethyl-(vinyl)silane